3-[4-(4-Aminopiperidin-1-yl)-3-(3,5-difluorophenyl)chinolin-6-yl]-2-[(1E)-(methoxyimino)methyl]benzonitril NC1CCN(CC1)C1=C(C=NC2=CC=C(C=C12)C=1C(=C(C#N)C=CC1)/C=N/OC)C1=CC(=CC(=C1)F)F